Dodecanone CCCCCCCCCCC(=O)C